CN1N=C(C2=CC=C(C=C12)C1=NOC(=N1)C1CCN(CC1)C(CNC(OC(C)(C)C)=O)=O)C tert-butyl N-[2-[4-[3-(1,3-dimethylindazol-6-yl)-1,2,4-oxadiazol-5-yl]-1-piperidyl]-2-oxo-ethyl]carbamate